C1(CC1)S(=O)(=O)NC=1SC=C(N1)C(CCOC)NC(C1=C(C=C(C=C1)C1=NC(=CN=C1)OCC)F)=O N-(1-(2-(cyclopropanesulfonamido)thiazol-4-yl)-3-methoxypropyl)-4-(6-ethoxypyrazin-2-yl)-2-fluorobenzamide